FC(C)C1=CC=C(C=C1)C#N 1-fluoro(4-cyanophenyl)ethane